N1C(=CC2=CC=CC=C12)C(=O)N1CC=2N(CC1)N=CC2C(=O)NC 5-(1H-indole-2-carbonyl)-N-methyl-4H,5H,6H,7H-pyrazolo[1,5-a]pyrazine-3-carboxamide